BrCCCSC1=C2C=NC(C2=CC=C1)=O 4-(3-bromopropylthio)-1-oxoisoindole